3-fluoro(4,4,5,5-tetramethyl-1,3,2-dioxaborolan-2-yl)-2-(2,2,2-trifluoroethoxy)pyridine FC=1C(=NC=CC1B1OC(C(O1)(C)C)(C)C)OCC(F)(F)F